methyl N-[4-methyl-5-({4-[(2S)-2-{[8-(pyrimidin-5-yl)quinazolin-4-yl]amino}propyl]piperazin-1-yl}sulfonyl)-1,3-thiazol-2-yl]carbamate CC=1N=C(SC1S(=O)(=O)N1CCN(CC1)C[C@H](C)NC1=NC=NC2=C(C=CC=C12)C=1C=NC=NC1)NC(OC)=O